(2s,4s)-4-[3-bromo-4-cyano-5-(methylamino)pyrazol-1-yl]-2-methylpyrrolidine-1-carboxylic acid tert-butyl ester C(C)(C)(C)OC(=O)N1[C@H](C[C@@H](C1)N1N=C(C(=C1NC)C#N)Br)C